2,4-dihydro-5H-pyrazolo[4,3-b]pyridin-5-one N=1NC=C2NC(C=CC21)=O